C(C)N(CC=CC(=O)O)C 4-[ethyl(methyl)amino]but-2-enoic acid